3-(3-(4-((2,7-Diazaspiro[4.4]nonan-2-yl)methyl)phenyl)-5-phenyl-3H-imidazo[4,5-b]pyridin-2-yl)pyridin-2-amine C1N(CCC12CNCC2)CC2=CC=C(C=C2)N2C(=NC=1C2=NC(=CC1)C1=CC=CC=C1)C=1C(=NC=CC1)N